2,2,4,8,10,10-hexamethylundecane-5-carboxylic acid zinc [Zn].CC(C)(CC(C(CCC(CC(C)(C)C)C)C(=O)O)C)C